[Ir].C1(=CC=CC=C1)C1=NC=CC2=CC=CC=C12.C1(=CC=CC=C1)C1=NC=CC2=CC=CC=C12.C1(=CC=CC=C1)C1=NC=CC2=CC=CC=C12 tris(1-phenylisoquinoline) Iridium